ClC1=CC=C(CN2CC(CCC2)C2=CC=NC=3N2N=C(C3CN(C)CC3CC3)C)C=C1 (7-(1-(4-chlorobenzyl)piperidin-3-yl)-2-methylpyrazolo[1,5-a]pyrimidin-3-yl)-N-(cyclopropylmethyl)-N-methylmethanamine